OCC1N2C([C@]3(OC1)C[C@H](N(CC3)C(=O)OC(C)(C)C)C)=C(C=N2)C tert-butyl (2R,4R)-7'-(hydroxymethyl)-2,3'-dimethyl-6',7'-dihydrospiro[piperidine-4,4'-pyrazolo[5,1-c][1,4]oxazine]-1-carboxylate